N-(4-(7-chloro-5-((4-(piperidin-1-yl)butyl)amino)-2,3,4,5-tetrahydro-1H-benzo[b]azepine-1-carbonyl)-3-methylphenyl)-2-methylbenzamide ClC1=CC2=C(N(CCCC2NCCCCN2CCCCC2)C(=O)C2=C(C=C(C=C2)NC(C2=C(C=CC=C2)C)=O)C)C=C1